2-(((5-(4-(5-Cyano-2-((1-(methylsulfonyl)piperidin-4-yl)amino)pyrimidin-4-yl)-1H-pyrazol-1-yl)-6-methylpyridin-2-yl)methyl)amino)-2-methylpropanamide C(#N)C=1C(=NC(=NC1)NC1CCN(CC1)S(=O)(=O)C)C=1C=NN(C1)C=1C=CC(=NC1C)CNC(C(=O)N)(C)C